(2S,3R)-3-amino-2-hydroxy-4-phenylbutyric acid N[C@@H]([C@@H](C(=O)O)O)CC1=CC=CC=C1